C(C=C)NC(=O)C=1N(C2=CC=CC=C2C1)C N-allyl-1-methyl-1H-indole-2-carboxamide